(E)-N-(3-(5-fluoro-4-(m-tolylamino)pyrimidin-2-ylamino)phenyl)-4-morpholinobut-2-enamide FC=1C(=NC(=NC1)NC=1C=C(C=CC1)NC(\C=C\CN1CCOCC1)=O)NC=1C=C(C=CC1)C